CSC1=C(CC(N)C)C=C(C(=C1)OC)OC 2-methylthio-4,5-dimethoxy-amphetamine